FC(C(=O)O)(C1=CC=C(C=C1)OCCOC)F 2,2-difluoro-2-(4-(2-methoxyethoxy)phenyl)acetic acid